CO[C@H]1[C@@H](CCCC1)NC (1R,2R)-2-methoxy-N-methyl-cyclohexan-1-amine